tertbutyl 3-(3-chloro-2-methylphenyl)-3-[(2-methyl-1-oxoisoquinolin-7-yl) amino]azetidine-1-carboxylate ClC=1C(=C(C=CC1)C1(CN(C1)C(=O)OC(C)(C)C)NC1=CC=C2C=CN(C(C2=C1)=O)C)C